tert-Butyl (NE)-N-[(4S)-4-(2-chloro-3-iodophenyl)-4-methyl-1-(1-methylpiperidin-4-yl)-6-oxohexahydropyrimidin-2-ylidene]carbamate ClC1=C(C=CC=C1I)[C@]1(N/C(/N(C(C1)=O)C1CCN(CC1)C)=N\C(OC(C)(C)C)=O)C